(2S,4R)-N-[(6-amino-2,4-dimethyl-3-pyridyl)methyl]-1-[(2S)-2-(4-cyclopropyltriazol-1-yl)-3,3-dimethyl-butanoyl]-4-hydroxy-pyrrolidine-2-carboxamide NC1=CC(=C(C(=N1)C)CNC(=O)[C@H]1N(C[C@@H](C1)O)C([C@H](C(C)(C)C)N1N=NC(=C1)C1CC1)=O)C